C(C)OC(=O)C1=C(N=CS1)OC 4-methoxythiazole-5-carboxylic acid ethyl ester